C(C)OC(=O)C1CC=C(CC1)C1=CN(C=2N=C(N=CC21)NCCC(F)(F)F)[C@@H]2CC[C@H](CC2)O trans-ethyl-4-[7-[4-hydroxycyclohexyl]-2-[(3,3,3-trifluoropropyl)amino]pyrrolo[2,3-d]pyrimidin-5-yl]cyclohex-3-ene-1-carboxylate